CN(CCN(C1=C(C=C(C(=C1)OC)NC1=NC=NC(=N1)N1CC(C2=NC(=C(C=C21)C)C)(C)C)NC(C=C)=O)C)C N-(2-((2-(dimethylamino)ethyl)(methyl)amino)-4-methoxy-5-((4-(3,3,5,6-tetramethyl-2,3-dihydro-1H-pyrrolo[3,2-b]pyridin-1-yl)-1,3,5-triazin-2-yl)amino)phenyl)acrylamide